(S)-3-fluoro-N-(pyrrolidin-3-yl)quinolin-5-amine hydrochloride Cl.FC=1C=NC=2C=CC=C(C2C1)N[C@@H]1CNCC1